[4-(4-methoxy-5,6,7,8-tetrahydropyrido[3,4-d]pyrimidin-2-yl)piperazin-1-yl]-[4-(4-methyl-1-piperidyl)phenyl]methanone COC=1C2=C(N=C(N1)N1CCN(CC1)C(=O)C1=CC=C(C=C1)N1CCC(CC1)C)CNCC2